N-[(5-methylpyrazin-2-yl)methyl]-5-oxo-[1,3]Benzothiazole CC=1N=CC(=NC1)CN1CSC2=C1CC(C=C2)=O